ClC=1C(=NC(=NC1)N[C@@H]1[C@H](C[C@H](CC1)OC(C)C)O)C=1C=C(C2=C(N(C(=N2)C)C(C)C)C1)F (1S,2S,5S)-2-((5-chloro-4-(4-fluoro-1-isopropyl-2-methyl-1H-benzo[d]imidazol-6-yl)pyrimidin-2-yl)amino)-5-isopropoxycyclohexan-1-ol